C1(=CC=CC=C1)CCCO[SiH](C)C phenylpropoxydimethylsilane